ClC=1C=CC(=C(C1)S(=O)(=O)NC1=CC=C(C=C1)C1=NC(=C2C(=N1)NN=C2C)NCCCN(C)CCO)F 5-chloro-2-fluoro-N-{4-[4-({3-[(2-hydroxyethyl)(methyl)amino]propyl}amino)-3-methyl-1H-pyrazolo[3,4-d]pyrimidin-6-yl]phenyl}benzenesulfonamide